2,2',2'',2'''-[(2S)-2-(4-{2-[2-(2-methoxyethoxy)ethoxy]ethoxy}benzyl)-1,4,7,10-tetraazacyclododecane-1,4,7,10-tetrayl]tetraacetic acid COCCOCCOCCOC1=CC=C(C[C@@H]2N(CCN(CCN(CCN(C2)CC(=O)O)CC(=O)O)CC(=O)O)CC(=O)O)C=C1